2,2'-(1,4,7-triazonane-1,4-diyl)diacetic acid N1(CCN(CCNCC1)CC(=O)O)CC(=O)O